3-(4-chlorophenyl)-6,6-dimethyl-3H,4H,6H,7H-pyrano[3,4-d]imidazol-4-one ClC1=CC=C(C=C1)N1C=NC2=C1C(OC(C2)(C)C)=O